FC(C1=C(C=CC(=N1)C1=NC=CC(=C1C1=CC(=NC(=C1)C)C(=O)N)C)F)F (6-(Difluoromethyl)-5-fluoropyridin-2-yl)-4,6'-dimethyl-[3,4'-bipyridine]-2'-carboxamide